COC=1C=C2C3CCC(C2=CC1)N3 4-Methoxy-11-azatricyclo[6.2.1.02,7]undeca-2,4,6-triene